cyclopropyl-1,3-dihydro-2H-imidazo[4,5-c]pyridin-2-one C1(CC1)N1C(NC=2C=NC=CC21)=O